11-(4-(6-oxo-1,6-dihydropyridazine-3-yl)-2-(trifluoromethyl)phenyl)undecanal O=C1C=CC(=NN1)C1=CC(=C(C=C1)CCCCCCCCCCC=O)C(F)(F)F